(S)-3-(((3aR,4S,6R,6aS)-6-(5-bromo-4-chloro-7H-pyrrolo[2,3-d]pyrimidin-7-yl)-2,2-dimethyltetrahydro-4H-cyclopenta[d][1,3]dioxole-4-carboxamido)methyl)piperidine-1-carboxylate BrC1=CN(C=2N=CN=C(C21)Cl)[C@@H]2C[C@@H]([C@@H]1[C@H]2OC(O1)(C)C)C(=O)NC[C@H]1CN(CCC1)C(=O)[O-]